tert-butyl 3-{4-[2-(2,6-dioxopiperidin-3-yl)-1,3-dioxo-2,3-dihydro-1H-isoindol-4-yl]piperazin-1-yl}-3-oxopropanoate O=C1NC(CCC1N1C(C2=CC=CC(=C2C1=O)N1CCN(CC1)C(CC(=O)OC(C)(C)C)=O)=O)=O